4-cyano-2-(trifluoromethyl)benzene-1-sulfonyl chloride C(#N)C1=CC(=C(C=C1)S(=O)(=O)Cl)C(F)(F)F